C(C1=CC=CC=C1)=C([C@@H]([C@@H]1C(O)=C(O)C(O1)=O)O)O benzylidenevitamin C